NC1=NC=CC=C1C1=NC=2C(=NC(=CC2)C2=CC=CC=C2)N1C1=CC=C(CN2CC3CCC(C2)N3C3=CC(=NC=N3)C#N)C=C1 6-(3-(4-(2-(2-Aminopyridin-3-yl)-5-phenyl-3H-imidazo[4,5-b]pyridin-3-yl)benzyl)-3,8-diazabicyclo[3.2.1]octan-8-yl)pyrimidine-4-carbonitrile